C(=O)(O)C(=C(C=C(C1=CC=CC=C1)C1=CC=CC=C1)CC(C)(C)C)C(=O)O 1,1-Dicarboxy(2,2'-dimethylpropyl)-4,4-diphenylbutadiene